C1(=CC=CC=C1)C1=NC(=NC(=N1)C1=CC=CC=C1)C1=C(C=C(C=C1)C1=C(C=CC=C1)C1=NC(=NC(=N1)C1=CC=CC=C1)C1=CC=C(C=C1)C1=CC=C(C=C1)C#N)C1=CC=CC=C1 (4'-(4-(4'-(4,6-diphenyl-1,3,5-triazin-2-yl)-[1,1':3',1''-terphenyl]-2-yl)-6-phenyl-1,3,5-triazin-2-yl)-[1,1'-biphenyl]-4-yl)formonitrile